azido(trimethoxy)silane N(=[N+]=[N-])[Si](OC)(OC)OC